6,7-dimethoxy-1-(4-methoxybenzyl)-1,2,3,4-tetrahydroisoquinoline COC=1C=C2CCNC(C2=CC1OC)CC1=CC=C(C=C1)OC